(2S)-2-(hydroxymethyl)-5-methoxypyrrolidine-1-carboxylic acid tert-butyl ester C(C)(C)(C)OC(=O)N1[C@@H](CCC1OC)CO